N-((R)-1-(4-(ethylsulfonyl)phenyl)-2-hydroxyethyl)-4-(pyrrolidin-2-yl)benzamide C(C)S(=O)(=O)C1=CC=C(C=C1)[C@H](CO)NC(C1=CC=C(C=C1)C1NCCC1)=O